ClC1=NC=C(C(=N1)C1=C(C(=CC=C1)N)N)Cl (2,5-dichloropyrimidin-4-yl)benzene-1,2-diamine